CN1C(=NN=C1[C@@H](C)OC1=CC(=CC=C1)C(C)C)[C@@H]1CC[C@H](CC1)C1=NOC2(C1)CCNCC2 3-[trans-4-(4-methyl-5-{(1R)-1-[3-(prop-2-yl)phenoxy]ethyl}-4H-1,2,4-triazol-3-yl)cyclohexyl]-1-oxa-2,8-diazaspiro[4.5]dec-2-ene